NC1=C2N=CN(C2=NC=N1)CC(=O)N1[C@@H]2C[C@@]2(C[C@H]1C(=O)NCC1=C(C(=CC=C1)Cl)F)C (1R,3S,5R)-2-(2-(6-amino-9H-purin-9-yl)acetyl)-N-(3-chloro-2-fluorophenylmethyl)-5-methyl-2-azabicyclo[3.1.0]hexane-3-carboxamide